(S or R)-2'-chloro-5'-methoxy-6-methyl-N-(6-(tetrahydrofuran-3-yl)thiazolo[4,5-b]pyridin-2-yl)-[4,4'-bipyridine]-3-carboxamide ClC1=NC=C(C(=C1)C1=C(C=NC(=C1)C)C(=O)NC=1SC=2C(=NC=C(C2)[C@H]2COCC2)N1)OC |o1:25|